NC=1C=2N(C=CN1)C(=NC2C2=CC(=C(C=C2)NC(OC(C)(C)C)=O)OC)C2=CC(N(C=C2)CC)=O tert-Butyl (4-(8-amino-3-(1-ethyl-2-oxo-1,2-dihydropyridin-4-yl)imidazo[1,5-a]pyrazin-1-yl)-2-methoxyphenyl)carbamate